4-((2S,5R)-4-((1-((4-cyanophenyl)sulfonyl)-1H-1,2,3-triazol-4-yl)methyl)-2,5-dimethyl-piperazin-1-yl)-1-methyl-2-oxo-1,2-dihydroquinoline-3-carbonitrile C(#N)C1=CC=C(C=C1)S(=O)(=O)N1N=NC(=C1)CN1C[C@@H](N(C[C@H]1C)C1=C(C(N(C2=CC=CC=C12)C)=O)C#N)C